N1C=NC2=C1C=CC(=C2)N2C([C@@H]([C@@H]2C2=C(C=C(C=C2F)C=2C=NOC2C)F)C2CC2)=O (3R,4R)-1-(1H-benzo[d]imidazol-5-yl)-3-cyclopropyl-4-(2,6-difluoro-4-(5-methylisoxazol-4-yl)phenyl)azetidin-2-one